CCCCCCO The molecule is a primary alcohol that is hexane substituted by a hydroxy group at position 1. It has a role as a plant metabolite. It is a primary alcohol and a hexanol.